1-vinyl-1,2,4-triazole bromide [Br-].C(=C)N1N=CN=C1